ClC=1C(=CC(=C(C1)S(=O)(=O)NC1=NC=NS1)F)OC1=C(C=C(C=C1)Cl)N1CCCC1 5-chloro-4-(4-chloro-2-(pyrrolidin-1-yl)benzeneOxy)-2-fluoro-N-(1,2,4-thiadiazol-5-yl)benzenesulfonamide